FC(COCCO)(F)F 2-(2,2,2-trifluoroethoxy)ethan-1-ol